FC([C@H](C1=CN(C2=CC(=C(C=C12)F)C=1C(=NC=C(C1)F)C(F)(F)F)CC(C)(C)C)NS(=O)(=O)C1CC1)F (S)-N-(2,2-difluoro-1-(5-fluoro-6-(5-fluoro-2-(trifluoromethyl)pyridin-3-yl)-1-neopentyl-1H-indol-3-yl)ethyl)cyclopropanesulfonamide